(S)-3-(1-cyclopropyl-3-methoxy-3-oxopropyl)phenyl 5-((ethyl(isopropyl)amino)methyl)-4-(5-fluoro-2-methoxypyridin-4-yl)-2-methylbenzoate C(C)N(C(C)C)CC=1C(=CC(=C(C(=O)OC2=CC(=CC=C2)[C@@H](CC(=O)OC)C2CC2)C1)C)C1=CC(=NC=C1F)OC